CC(C)NC1=NC(=O)NC(=O)N1 The molecule is a dihydroxy-1,3,5-triazine consisting of ammelide bearing an N-isopropyl substituent. It is a dihydroxy-1,3,5-triazine and a monoamino-1,3,5-triazine. It derives from an ammelide.